C(COCCOCCOCC)=O 3,6,9-trioxaundecane-1-one